tert-butyl (1-(3-((4-cyano-3-(trifluoromethyl)phenyl)amino)-2-hydroxy-2-methyl-3-oxopropyl)-1H-pyrazol-4-yl)carbamate C(#N)C1=C(C=C(C=C1)NC(C(CN1N=CC(=C1)NC(OC(C)(C)C)=O)(C)O)=O)C(F)(F)F